diethyl dicitrate C(CC(O)(C(=O)[O-])CC(=O)[O-])(=O)OCC.C(CC(O)(C(=O)[O-])CC(=O)[O-])(=O)OCC